ethyl 2-[(2S)-4-[2-[(10S)-4-(2-hydroxyphenyl)-1,5,6,8,12-pentazatricyclo[8.4.0.02,7]tetradeca-2,4,6-trien-12-yl]pyrimidin-5-yl]-2-methyl-piperazin-1-yl]spiro[3.5]nonane-7-carboxylate OC1=C(C=CC=C1)C=1C=C2N3CCN(C[C@@H]3CNC2=NN1)C1=NC=C(C=N1)N1C[C@@H](N(CC1)C1CC2(C1)CCC(CC2)C(=O)OCC)C